C(C)O[Si](C1=CC=C(C=C1)C(=C)C1=CC=CC=C1)(OCC)OCC 1-[4-(triethoxysilyl)phenyl]-1-phenylethylene